5,8-bis(trifluoromethyl)-1,6-diazanaphthalen-3-amine FC(C1=C2C=C(C=NC2=C(C=N1)C(F)(F)F)N)(F)F